4-amino-1-(oxetan-3-ylmethyl)-1H-pyrazole-5-carbonitrile NC=1C=NN(C1C#N)CC1COC1